4-(3-fluorophenyl)-1-(5-(isopropylsulfanyl)-4-(2-methyl-4-(trifluoromethyl)phenyl)thiazol-2-yl)-3-methyl-1H-pyrazole-5-carboxylic acid FC=1C=C(C=CC1)C=1C(=NN(C1C(=O)O)C=1SC(=C(N1)C1=C(C=C(C=C1)C(F)(F)F)C)SC(C)C)C